ethyl 2-(3-bromo-1H-pyrazol-1-yl)-2-methylpropionate BrC1=NN(C=C1)C(C(=O)OCC)(C)C